cyclopropane-carboxylic acid C1(CC1)C(=O)O